FC1=C2C3(CN(C2=CC=C1)S(=O)(=O)C1=CC=C(C=C1)S(=O)(=O)N(C)C)CCCC3 4-((4'-fluorospiro[cyclopentane-1,3'-indolin]-1'-yl)sulfonyl)-N,N-dimethylbenzenesulfonamide